(4-amino-7-(3-methylpyridin-4-yl)-2-(pyridin-2-ylmethyl)-2H-[1,2,3]triazolo[4,5-c]pyridin-6-yl)benzonitrile NC1=NC(=C(C=2C1=NN(N2)CC2=NC=CC=C2)C2=C(C=NC=C2)C)C2=C(C#N)C=CC=C2